FC1(CC(C1)(C(=O)OC)C1=CC=C(C=C1)F)F methyl 3,3-difluoro-1-(4-fluorophenyl)cyclobutanecarboxylate